6-[3-(5-Chloro-2-methoxypyridine-3-sulfonamido)-2,6-difluorophenyl]-7-fluoro-N-[2-(2-oxopyrrolidin-1-yl)ethyl]-1H-indazole-3-carboxamide ClC=1C=C(C(=NC1)OC)S(=O)(=O)NC=1C(=C(C(=CC1)F)C1=CC=C2C(=NNC2=C1F)C(=O)NCCN1C(CCC1)=O)F